1-(3,5-dichlorophenyl)-3-azabicyclo[3.1.0]hexane-3-carboxylic acid tert-butyl ester C(C)(C)(C)OC(=O)N1CC2(CC2C1)C1=CC(=CC(=C1)Cl)Cl